4-(2,2-difluoropropyl)imidazolidin-2-one FC(CC1NC(NC1)=O)(C)F